tert-Butyl (S)-4-(7-(4-chloropyridin-2-yl)-5-((R)-3-methylmorpholino)-7H-pyrrolo[2,3-d]pyrimidin-4-yl)-3-methylpiperazine-1-carboxylate ClC1=CC(=NC=C1)N1C=C(C2=C1N=CN=C2N2[C@H](CN(CC2)C(=O)OC(C)(C)C)C)N2[C@@H](COCC2)C